(Z)-1-(4-amino-2-fluorobut-2-en-1-yl)-4-(3-(pyrrolidin-1-ylsulfonyl)phenyl)-1H-benzo[d]imidazol-6-carbonitrile NC\C=C(\CN1C=NC2=C1C=C(C=C2C2=CC(=CC=C2)S(=O)(=O)N2CCCC2)C#N)/F